C(C)NS(=O)(=O)C1=C(C=CC(=C1)CC(=O)NC(C)C)C1=CN=C(S1)[C@@H]1CC[C@H](CC1)NC(OC(C)C)=O isopropyl (trans-4-(5-(2-(N-ethylsulfamoyl)-4-(2-(isopropylamino)-2-oxoethyl)phenyl)thiazol-2-yl)cyclohexyl)carbamate